C(C)(C)(C)OC(=O)N1C[C@@H](N(CC1)C1=C(C=CC(=C1)C#N)I)C.C(C)OC=1C=C(C=C(C1C(CC)O)OCC)C(C)=O 1-[3,5-Diethoxy-4-(1-hydroxypropyl)phenyl]ethan-1-one tert-butyl-(S)-4-(5-cyano-2-iodophenyl)-3-methylpiperazine-1-carboxylate